methyl (2-((2-((4-(2-chloro-9-cyano-5-ethyl-6-oxo-5,6-dihydro-7H-benzo[d]pyrido[3,2-f][1,3]diazepin-7-yl)-3,5-difluorophenyl)amino)ethyl)amino)ethyl)carbamate ClC1=CC=2C3=C(N(C(N(C2N=C1)CC)=O)C1=C(C=C(C=C1F)NCCNCCNC(OC)=O)F)C=C(C=C3)C#N